(3R,6R)-1-[2-[(6-amino-5-methyl-3-pyridyl)amino]-2-oxo-acetyl]-6-phenyl-piperidine-3-carboxamide NC1=C(C=C(C=N1)NC(C(=O)N1C[C@@H](CC[C@@H]1C1=CC=CC=C1)C(=O)N)=O)C